CN(C(C)=O)C=1SC(=C(N1)C)S(NC([2H])([2H])[2H])(=O)=O N-methyl-N-(4-methyl-5-(N-(methyl-d3)sulfamoyl)thiazol-2-yl)acetamide